CN(C1=NC=2N(C3=CC(=CC=C13)C#COC1OCCCC1)C=NN2)C2=CC=CC=C2 N-methyl-N-phenyl-8-(((tetrahydro-2H-pyran-2-yl)oxy)ethynyl)-[1,2,4]triazolo[4,3-a]quinazolin-5-amine